Methyl 4-cyano-5-ethoxy-2-fluorobenzoate C(#N)C1=CC(=C(C(=O)OC)C=C1OCC)F